C(CCCCCCC)OC(CCC(=O)OCC(COC(CCC(OCCCCCCCC)OCCCCCCCC)=O)COC(=O)OC1=CC=C(C=C1)[N+](=O)[O-])OCCCCCCCC 2-((((4-nitrophenoxy)carbonyl)oxy)methyl)propane-1,3-diyl bis(4,4-bis(octyloxy)butanoate)